3,3'-[1,4-phenylenebis(methyleneoxymethylene)]bis[3-ethyloxetane] C1(=CC=C(C=C1)COCC1(COC1)CC)COCC1(COC1)CC